CC1=NN2C(N=CC=C2CC2CN(CCC2)C(=O)OC(C)(C)C)=C1C1=CC=NC=C1 tert-Butyl 3-((2-methyl-3-(pyridin-4-yl)pyrazolo[1,5-a]pyrimidin-7-yl)methyl)piperidine-1-carboxylate